tetrahydrofuran-2,4-dicarboxylic anhydride O1C2CC(C1)C(=O)OC2=O